1,4-dimethyl-6-oxo-N-(5-(4-(trifluoromethyl)phenoxy)-2,3-dihydrobenzofuran-7-yl)piperazine-2-carboxamide nitrogen [N].CN1C(CN(CC1=O)C)C(=O)NC1=CC(=CC=2CCOC21)OC2=CC=C(C=C2)C(F)(F)F